BrCCCCCCCOC1=C(C=CC(=C1)C1=C(N=CS1)C)CNC(=O)[C@H]1N(C[C@@H](C1)O)C([C@H](C(C)(C)C)NC(=O)C1(CC1)F)=O (2S,4R)-N-([2-[(7-bromoheptyl)oxy]-4-(4-methyl-1,3-thiazol-5-yl)phenyl]methyl)-1-[(2S)-2-[(1-fluorocyclopropyl)formamido]-3,3-dimethylbutanoyl]-4-hydroxypyrrolidine-2-carboxamide